3-(3-ethyl-4-oxo-spiro[6,8-dihydro-5H-pyrazolo[4,3-c]azepine-7,4'-tetrahydropyran]-1-yl)propyl 2,4-dimethylthiazole-5-carboxylate CC=1SC(=C(N1)C)C(=O)OCCCN1N=C(C=2C(NCC3(CCOCC3)CC21)=O)CC